N-[4-[(6,7-dimethoxy-1,5-naphthyridin-4-yl)oxy]-3-fluorophenyl]-5-(4-fluoro-2-methylphenyl)-6-methyl-4-oxo-1-propan-2-ylpyridine-3-carboxamide COC=1N=C2C(=CC=NC2=CC1OC)OC1=C(C=C(C=C1)NC(=O)C1=CN(C(=C(C1=O)C1=C(C=C(C=C1)F)C)C)C(C)C)F